C1=NC=CC=2NC=3C=C(C=CC3C21)C=2C=CC(=NC2)OCCOCCOCCOCCOCCOC=2C=C1C(N(C(C1=CC2F)=O)C2C(NC(CC2)=O)=O)=O 5-((14-((5-(5H-pyrido[4,3-b]indol-7-yl)pyridin-2-yl)oxy)-3,6,9,12-tetraoxatetradecyl)oxy)-2-(2,6-dioxopiperidin-3-yl)-6-fluoroisoindoline-1,3-dione